NCC(=O)[O-].NCC(=O)[O-].[Cu+2] copper diglycinate